C(=O)(O)[C@H](CC(=O)N1CC2=CC(=C(C=C2C1)OCCCOC1=CC2=C(SC(=C2)C(=O)[C@H]2[C@@H](CC2)C(=O)O)C=C1OC)OC)C (1R,2R)-2-(5-(3-((2-((S)-3-carboxybutanoyl)-6-methoxyisoindolin-5-yl)oxy)propoxy)-6-methoxy-benzo[b]thiophene-2-carbonyl)cyclobutane-1-carboxylic acid